2-bromo-4-chloro-6-cyclopropylpyridine BrC1=NC(=CC(=C1)Cl)C1CC1